NC(CC(=O)O)C(NC(COC(CC)=O)C)=O 3-amino-3-{[1-(propionyloxy)propan-2-yl]carbamoyl}propanoic acid